Cl.BrC=1C=C2C=NN(C2=CC1)C1CCNCC1 5-bromo-1-(piperidin-4-yl)-1H-indazole hydrochloride